CN1N=C(C=C1)C1=CC=C2C(=NC=NC2=C1)NC=1C=CC2=C(N=CS2)C1 N-(7-(1-methyl-1H-pyrazol-3-yl)quinazolin-4-yl)benzo[d]thiazol-5-amine